C(CCC)C1=CC=C(C=C1)C=CC#N 3-(4-butyl-phenyl)acrylonitrile